N-((1-(4-methylbenzyl)pyrrolidin-3-yl)methyl)-1-(3-(o-tolyl)-1,2,4-oxadiazol-5-yl)piperidine-4-carboxamide CC1=CC=C(CN2CC(CC2)CNC(=O)C2CCN(CC2)C2=NC(=NO2)C2=C(C=CC=C2)C)C=C1